phenyl N-[(1R)-2-[tert-butyl(dimethyl)silyl] oxy-1-phenyl-ethyl]carbamate [Si](C)(C)(C(C)(C)C)OC[C@@H](C1=CC=CC=C1)NC(OC1=CC=CC=C1)=O